C(C1=CC=CC=C1)OC(=O)NC1C(N(C2=C(N=CC1)C(=CC=C2)F)C)=O 4-(((benzyloxy)carbonyl)amino)-10-fluoro-6-methyl-5-oxo-3,4,5,6-tetrahydrobenzo[b][1,4]diazocin